C(C)(=O)OC(C)OC(=O)C1=C(CS[C@H]2N1C([C@H]2NC(\C(=N/OC)\C=2OC=CC2)=O)=O)COC(N)=O (6R,7R)-3-carbamoyloxymethyl-7-[(Z)-2-(furan-2-yl)-2-methoxyiminoacetamido]-3-cephem-4-carboxylic acid 1-acetoxyethyl ester